5-methyl-1,2,3,4,6,8,9,9a-octahydroquinolizin-5-ium C[N+]12CCCCC2CCCC1